6-amino-9-cyclopentyl-2-{[2-fluoro-4-(4-morpholinylcarbonyl)phenyl]amino}-7-(3-hydroxyphenyl)-7,9-dihydro-8H-purin-8-one NC1=C2N(C(N(C2=NC(=N1)NC1=C(C=C(C=C1)C(=O)N1CCOCC1)F)C1CCCC1)=O)C1=CC(=CC=C1)O